8-((4-(2-chloro-6-(methylcarbamoyl)pyridin-3-yl)piperazin-1-yl)methyl)-10-fluoroimidazo[1,2-c]quinazolin-5(6H)-one ClC1=NC(=CC=C1N1CCN(CC1)CC=1C=C(C=2C=3N(C(NC2C1)=O)C=CN3)F)C(NC)=O